N1=C(N=CC2=C1CNCC2)NC2=CC(=NC=C2)C(C)(C)O 2-[4-({5H,6H,7H,8H-pyrido[3,4-d]pyrimidin-2-yl}amino)pyridin-2-yl]propan-2-ol